(E)-methyl 2-{2-[6-(2-n-propylphenoxy)-1,3,5-triazin-4-yloxy] phenyl}-3-methoxyacrylate C(CC)C1=C(OC2=NC(=NC=N2)OC2=C(C=CC=C2)/C(/C(=O)OC)=C\OC)C=CC=C1